(2S,3R)-3-(4-ethyl-1H-pyrazol-3-yl)-2-((((CIS)-4-phenylcyclohexyl)oxy)methyl)piperidine-1-carboxylate C(C)C=1C(=NNC1)[C@H]1[C@H](N(CCC1)C(=O)[O-])CO[C@@H]1CC[C@@H](CC1)C1=CC=CC=C1